FC1=CC=C(C=C1)C=1NC(=CN1)C=1C=C(C=CC1)NC(OCC)=O Ethyl {3-[2-(4-fluorophenyl)-1H-imidazol-5-yl]phenyl}carbamate